2-(5-fluoro-2-(4-(3-hydroxypiperidin-1-yl)-3-(1-(2,2,2-trifluoroethyl)-1H-indazole-3-carboxamido)benzamido)phenyl)acetic acid FC=1C=CC(=C(C1)CC(=O)O)NC(C1=CC(=C(C=C1)N1CC(CCC1)O)NC(=O)C1=NN(C2=CC=CC=C12)CC(F)(F)F)=O